CS(=O)(=O)NC=1C(=NC2=CC=CC=C2C1C(=O)N[C@@H](CC)C1=CC=CC=C1)C1=CC=CC=C1 3-(methanesulfonamido)-2-phenyl-N-[(1S)-1-phenylpropyl]quinoline-4-carboxamide